ONC(C1=CC=C(C=C1)CCCN1CCC(CC1)CN[C@@H]1[C@H](C1)C1=CC=C(C=C1)C=1C=NC=NC1)=O N-hydroxy-4-(3-(4-((((1S,2R)-2-(4-(pyrimidin-5-yl)phenyl)cyclopropyl)amino)methyl)piperidin-1-yl)propyl)benzamide